4-(2-fluoro-6-methoxyphenyl)-N-(5-((5-methoxypyridin-2-yl)methoxy)-1,3,4-thiadiazol-2-yl)-6-methylpyridine-3-carboxamide FC1=C(C(=CC=C1)OC)C1=C(C=NC(=C1)C)C(=O)NC=1SC(=NN1)OCC1=NC=C(C=C1)OC